N-(3''-Cyclobutoxy-3-fluoro-2'-hydroxy-[1,1':3',1''-terphenyl]-4-yl)acetamide C1(CCC1)OC=1C=C(C=CC1)C=1C(=C(C=CC1)C1=CC(=C(C=C1)NC(C)=O)F)O